3-hydroxymethyl-2-hydroxybenzene-1,5-dicarbaldehyde OCC=1C(=C(C=C(C1)C=O)C=O)O